6-ethyl-1,4-oxaazepane C(C)C1CNCCOC1